ClC=1C=CC2=C(N=C(S2)CCN2CCOCC2)C1 4-[2-(5-chloro-1,3-benzothiazol-2-yl)ethyl]morpholine